CC1=NC2=CC=C(C=C2C(=N1)S)N1CCN(CC1)C 2-methyl-6-(4-methyl-piperazin-1-yl)quinazoline-4-thiol